Cl.C(C)N(C1=CC=C(C=C1)N)CC N,N-diethyl-p-phenylenediamine hydrochloride